C(C1=CC=CC=C1)C=1C=C(C=CC1O)C=1C=C2C=CC(=CC2=CC1)C(=O)O 6-(3-benzyl-4-hydroxyphenyl)-2-naphthoic acid